(2r,3r,4r,5r)-5-(2-amino-6-(methylamino)-9H-purin-9-yl)-4-chloro-4-fluoro-2-(hydroxymethyl)tetrahydrofuran-3-ol NC1=NC(=C2N=CN(C2=N1)[C@H]1[C@]([C@@H]([C@H](O1)CO)O)(F)Cl)NC